[4-[3-[(1R)-1-aminoethyl]-5-methoxy-phenyl]pyrazol-1-yl]-N,N-dimethyl-acetamide hydrochloride Cl.N[C@H](C)C=1C=C(C=C(C1)OC)C=1C=NN(C1)CC(=O)N(C)C